manganese iron phosphate P(=O)([O-])([O-])[O-].[Fe+2].[Mn+2]